ClC1=C(C=C(C(=C1)F)C)[N+]#[C-] 2-CHLORO-4-FLUORO-5-METHYL-PHENYLISOCYANIDE